C(C)(C)(C)C=1C=C(N(N1)C1=CC=C(C=C1)C)NC(NC=1SC(=CN1)CCC1=CC(=NC=C1)NC(=O)C1CC1)=O Cyclopropanecarboxylic acid [4-(2-{2-[3-(5-tert-butyl-2-p-tolyl-2H-pyrazol-3-yl)-ureido]-thiazol-5-yl}-ethyl)-pyridin-2-yl]-amide